C(C)OS(=O)(=O)N1C=CC2=CC(=CC=C12)NC1=NC=C(C(=N1)C=1C=NN(C1)C(C)C)C 1-(ethylsulfo)-N-(4-(1-isopropyl-1H-pyrazol-4-yl)-5-methylpyrimidin-2-yl)indol-5-amine